FC1=C(C(=CC(=C1)F)OC(C)C)C=1C2=C(C(=NC1C=1SC=3CN(CCC3N1)C(C=C)=O)N1C(C3=CC=CC=C3C1)=O)C=CS2 [7-(2,4-difluoro-6-isopropoxy-phenyl)-6-(5-prop-2-enoyl-6,7-dihydro-4H-thiazolo[5,4-c]pyridin-2-yl)thieno[3,2-c]pyridin-4-yl]isoindolin-1-one